4-Methyl-2H-1,2,3-triazole CC1=NNN=C1